CC1(NCCC(C1)N1CCOCC1)C 4-(2,2-dimethylpiperidin-4-yl)morpholine